2-[4,7-difluoro-3,3-dimethyl-2-oxo-5-(trifluoromethyl)indol-1-yl]acetamido-3-methylpentanoate FC1=C2C(C(N(C2=C(C=C1C(F)(F)F)F)CC(=O)NC(C(=O)[O-])C(CC)C)=O)(C)C